2-(3,5-dimethylphenyl)-N-(4-(1-methyl-4-(trifluoromethyl)-1H-imidazol-2-yl)benzyl)-7H-purin-6-amine CC=1C=C(C=C(C1)C)C1=NC(=C2NC=NC2=N1)NCC1=CC=C(C=C1)C=1N(C=C(N1)C(F)(F)F)C